FC(C(=O)O)(F)F.FC(C(=O)O)(F)F.C1(=CC=CC=C1)CCCC(=O)N 4-phenylbutyramide di-trifluoroacetate